1-((2-chloro-3,4-dimethoxyphenyl)sulfonyl)imidazolidin-2-one ClC1=C(C=CC(=C1OC)OC)S(=O)(=O)N1C(NCC1)=O